NC1=NN2C(C=C(C=C2)C=2C=C(C=NC2C)C(=O)NCC2=C(C=CC(=C2)OC(F)(F)F)F)=N1 5-{2-amino-[1,2,4]triazolo[1,5-a]pyridin-7-yl}-N-{[2-fluoro-5-(trifluoromethoxy)phenyl]methyl}-6-methylpyridine-3-carboxamide